N(=[N+]=[N-])CC1CN(C=2N(C1)N=CC2)C(=O)OC(C)(C)C tert-butyl 6-(azidomethyl)-6,7-dihydropyrazolo[1,5-a]pyrimidine-4(5H)-carboxylate